6-(2-(dimethylamino)ethoxy)-N-(2-methyl-6-nitrophenyl)pyridin-3-amine CN(CCOC1=CC=C(C=N1)NC1=C(C=CC=C1[N+](=O)[O-])C)C